3-(5-(((1-(3-(2,3-dichlorophenyl)-1H-pyrazolo[3,4-b]pyrazin-6-yl)-4-methylpiperidin-4-yl)amino)methyl)-7-fluoro-1-oxoisoindolin-2-yl)piperidine-2,6-dione ClC1=C(C=CC=C1Cl)C1=NNC2=NC(=CN=C21)N2CCC(CC2)(C)NCC=2C=C1CN(C(C1=C(C2)F)=O)C2C(NC(CC2)=O)=O